[4-(3-chlorophenoxy)-3-methyl-5-sulfamoylphenyl]-2-(2-chlorophenyl)acetamide ClC=1C=C(OC2=C(C=C(C=C2S(N)(=O)=O)C(C(=O)N)C2=C(C=CC=C2)Cl)C)C=CC1